C(C)(C)NCC=1C=C(C=NC1)N 5-((isopropylamino)methyl)pyridin-3-amine